COC1=C(C=CC(=C1)OC)CNC(=O)C1=CC2=C(C=N1)C=NN2C N-[(2,4-dimethoxyphenyl)methyl]-1-methyl-1H-pyrazolo[4,3-c]Pyridine-6-carboxamide